COC1=C(C=CC=C1C1=NN(C=N1)C)NC1=CC(=NC=C1C=1OC(=NN1)C(F)(F)F)NC(=O)C1CC1 N-(4-((2-methoxy-3-(1-methyl-1H-1,2,4-triazol-3-yl)phenyl)amino)-5-(5-(trifluoromethyl)-1,3,4-oxadiazol-2-yl)pyridin-2-yl)cyclopropanecarboxamide